diethyl ether tribromide [Br-].[Br-].[Br-].C(C)OCC